hexanyl butyrate C(CCC)(=O)OCCCCCC